N-[(1R)-1-[3-(difluoromethyl)-2-fluoro-phenyl]ethyl]-8-methoxy-6-(1-methyl-4-piperidyl)pyrido[3,4-d]pyrimidin-4-amine formate salt C(=O)O.FC(C=1C(=C(C=CC1)[C@@H](C)NC=1C2=C(N=CN1)C(=NC(=C2)C2CCN(CC2)C)OC)F)F